ClC=1C=CC(=C(CNCC2CCN(CC2)C(=O)OC(C)(C)C)C1)OCCCOC tert-butyl 4-(((5-chloro-2-(3-methoxypropoxy)benzyl)amino)methyl)piperidine-1-carboxylate